(4-isopropoxy-3-methyl-phenyl)-[2-methyl-6-(trifluoromethyl)spiro[3,4-dihydropyrrolo[1,2-a]pyrazine-1,4'-piperidine]-1'-yl]methanone C(C)(C)OC1=C(C=C(C=C1)C(=O)N1CCC2(CC1)C=1N(CCN2C)C(=CC1)C(F)(F)F)C